NC=1C2=C(N=C(N1)Cl)N(C=C2C=2SC=CN2)C2C(C(C(C2)CN(C)CCCNCCC2=CC=C(C=C2)F)O)O 3-[4-amino-2-chloro-5-(1,3-thiazol-2-yl)pyrrolo[2,3-d]pyrimidin-7-yl]-5-{[(3-{[2-(4-fluorophenyl)ethyl]amino}propyl)(methyl)amino]methyl}cyclopentane-1,2-diol